NC1=CC(=C2CN(C(NC2=C1)=O)C1CCC(CC1)C(=O)NC1=CC(=C(C=C1)C)OC)C (1s,4s)-4-(7-amino-5-methyl-2-oxo-1,2-dihydroquinazolin-3(4H)-yl)-N-(3-methoxy-4-methylphenyl)cyclohexanecarboxamide